5-[2-(4-fluorophenyl)ethyl]-2-methoxyphenol FC1=CC=C(C=C1)CCC=1C=CC(=C(C1)O)OC